2-hydroxy-4-(3-methoxy-1-isoquinolyl)-7,7-dimethyl-6,8-dihydro-5H-quinoline-3-carbonitrile OC1=NC=2CC(CCC2C(=C1C#N)C1=NC(=CC2=CC=CC=C12)OC)(C)C